C(#N)C1CC2(C1)C[C@H](N(CC2)CC2=C1C=CNC1=C(C=C2OC)C)C2=CC=C(C(=O)N(C)CCC(=O)O)C=C2 3-(4-((2R,4r,6S)-2-cyano-7-((5-methoxy-7-methyl-1H-indol-4-yl)methyl)-7-azaspiro[3.5]nonan-6-yl)-N-methylbenzamido)propanoic acid